2-Amino-5-bromo-4-methoxybenzoic acid NC1=C(C(=O)O)C=C(C(=C1)OC)Br